O1CCC(CC1)C(=O)NC(=O)C1CC12CCN(CC2)C(=O)OC(C)(C)C tert-butyl 1-((tetrahydro-2H-pyran-4-carbonyl) carbamoyl)-6-azaspiro[2.5]octane-6-carboxylate